C(C)(C)(C)OC(=O)N1CCC2(CC1)CCN(CC2)CC2=CC(=CC=C2)[N+](=O)[O-] 9-(3-Nitrobenzyl)-3,9-diazaspiro[5.5]undecane-3-carboxylic acid tert-butyl ester